3-chlorobicyclo[3.2.1]-3-octen-2-ol ClC=1C(C2CCC(C1)C2)O